COC=1C=C(C=C(C1)OC)C1CCC=2C(=NNC2C1)C1=C(N=CN1C)[N+](=O)[O-] 6-(3,5-dimethoxyphenyl)-3-(1-methyl-4-nitro-1H-imidazol-5-yl)-4,5,6,7-tetrahydro-1H-indazole